3-{4-[1-(4,4-dimethoxybutyl)piperidin-4-yl]phenyl}piperidine-2,6-dione COC(CCCN1CCC(CC1)C1=CC=C(C=C1)C1C(NC(CC1)=O)=O)OC